COC=1C=CC(=C(C1)NC1=NC=C(C(=N1)NC1=CC=CC=C1)C(=O)N)C 2-(5-methoxy-2-methylphenylamino)-4-(phenylamino)pyrimidine-5-carboxamide